5-(benzyloxy)-N-(2-(3,5-dimethylisoxazol-4-yl)ethyl)-2-methylbenzofuran-3-carboxamide C(C1=CC=CC=C1)OC=1C=CC2=C(C(=C(O2)C)C(=O)NCCC=2C(=NOC2C)C)C1